ethyl 2-(3-chloropyrazol-1-yl)-5-ethylsulfonyl-1-methyl-imidazole-4-carboxylate ClC1=NN(C=C1)C=1N(C(=C(N1)C(=O)OCC)S(=O)(=O)CC)C